N-[6-[3-(1H-indazol-5-ylamino)indazol-1-yl]-2-pyridyl]-1H-pyrazole-4-carboxamide N1N=CC2=CC(=CC=C12)NC1=NN(C2=CC=CC=C12)C1=CC=CC(=N1)NC(=O)C=1C=NNC1